ClC1=CC2=C(N(C(N2CCN2CCOCC2)=O)C2CCN(CC2)[C@@H]2CC[C@H](CC2)C(C)C)C=C1F 5-chloro-6-fluoro-1-(1-(trans-4-isopropylcyclohexyl)piperidin-4-yl)-3-(2-morpholinoethyl)-1,3-dihydro-2H-benzo[d]imidazol-2-one